ClC=1C=C(CNC2=NC=NC3=CC(=C(C=C23)OC2CCN(CC2)C(C=C)=O)OC)C=C(C1)F 1-(4-((4-((3-chloro-5-fluorobenzyl)amino)-7-methoxy-quinazolin-6-yl)oxy)piperidin-1-yl)prop-2-en-1-one